O=C1NC(CCC1N1C(C2=CC=C(C=C2C1=O)N1CC(C1)COC1=CC=C(C=C1)C(C)(C)C1=CC=C(OCC2=NC(=NC=C2)NS(=O)(=O)C)C=C1)=O)=O N-(4-((4-(2-(4-((1-(2-(2,6-dioxopiperidin-3-yl)-1,3-dioxoisoindolin-5-yl)azetidin-3-yl)methoxy)phenyl)propan-2-yl)phenoxy)methyl)pyrimidin-2-yl)methanesulfonamide